Diisopentyl 7,7'-((3-((2-(4-(2-((4-(bis(2-hydroxy-6-oxo-6-(pentan-3-yloxy)hexyl)amino)butanoyl)oxy)ethyl)piperazin-1-yl)ethyl)disulfaneyl)propyl)azanediyl)bis(6-hydroxyheptanoate) OC(CN(CCCC(=O)OCCN1CCN(CC1)CCSSCCCN(CC(CCCCC(=O)OCCC(C)C)O)CC(CCCCC(=O)OCCC(C)C)O)CC(CCCC(=O)OC(CC)CC)O)CCCC(OC(CC)CC)=O